ClC=1C=C2C3=C(NC2=CC1)[C@@H](N(CC3)C=3N=NN(N3)C)C[C@H]3COCCC3 (S)-6-chloro-2-(2-methyl-2H-tetrazol-5-yl)-1-(((S)-tetrahydro-2H-pyran-3-yl)methyl)-2,3,4,9-tetrahydro-1H-pyrido[3,4-b]indole